2-[6-(2-fluoro-3-methyl-phenyl)-3-methyl-2-oxo-imidazo[4,5-b]pyridin-1-yl]-N,N-dimethyl-acetamide FC1=C(C=CC=C1C)C=1C=C2C(=NC1)N(C(N2CC(=O)N(C)C)=O)C